NC1=C2N=CN(C2=NC(=N1)Cl)[C@H]1[C@H]([C@@H]([C@H](O1)COC(C(=O)O)(C(=O)O)CC=1SC(=CC1)C(=O)O)O)F 2-(((2R,3R,4S,5R)-5-(6-amino-2-chloro-9H-purin-9-yl)-4-fluoro-3-hydroxytetrahydro-furan-2-yl)methoxy)-2-((5-carboxythiophen-2-yl)methyl)malonic acid